C(C1=CC=CC=C1)OC=1C(=CC(=C(C1)NC(OCC=C)=O)C(=O)N1[C@@H](CC(=CC1)C1=CSC=C1)CO[Si](C)(C)C(C)(C)C)OC Allyl (S)-(5-(benzyloxy)-2-(2-(((tert-butyldimethylsilyl)oxy)methyl)-4-(thiophen-3-yl)-1,2,3,6-tetrahydropyridine-1-carbonyl)-4-methoxy-phenyl)carbamate